C1N(CC12CCNCC2)C2=NN=C(S2)C=2C(=CC(=NC2)N2C=CC=1C2=NC=C(C1)C#N)NC 1-(5-(5-(2,7-diazaspiro[3.5]nonan-2-yl)-1,3,4-thiadiazol-2-yl)-4-(Methylamino)pyridin-2-yl)-1H-pyrrolo[2,3-b]pyridine-5-carbonitrile